6,7-Dimethoxyisochroman-1,3-dione COC=1C=C2CC(OC(C2=CC1OC)=O)=O